[3-[2-[2-(Difluoromethyl)phenyl]ethynyl]azetidin-1-yl]-[(3R)-3-(1H-triazol-5-yl)pyrrolidin-1-yl]methanone FC(C1=C(C=CC=C1)C#CC1CN(C1)C(=O)N1C[C@@H](CC1)C1=CN=NN1)F